BrC1=C(C=CC2=CC=CC=C12)N(P(NC1=CC=CC=C1)(O)=O)C1=CC=CC=C1 (1-bromonaphthalen-2-yl)-N,N'-diphenylphosphoric diamide